N-(1-(pyridin-3-yl)-1H-indol-5-yl)acrylamide N1=CC(=CC=C1)N1C=CC2=CC(=CC=C12)NC(C=C)=O